C1(CC1)NC(C1=C(C=C(C(=C1)C1=NC(=C(N=C1)NCCO)C=1C=NN(C1)C)C)F)=O N-cyclopropyl-2-fluoro-5-(5-((2-hydroxyethyl)amino)-6-(1-methyl-1H-pyrazol-4-yl)pyrazin-2-yl)-4-methylbenzamide